bis(1-phenyl-1,3-propanedione) platinum (II) [Pt+2].C1(=CC=CC=C1)C(CC=O)=O.C1(=CC=CC=C1)C(CC=O)=O